FC1(CN(CC1)C1=CC(=NC=C1)N1N=CC(=C1)S(=O)(=O)NC=1C=CC=C2C=NN(C12)C)F 1-(4-(3,3-DIFLUOROPYRROLIDIN-1-YL)PYRIDIN-2-YL)-N-(1-METHYL-1H-INDAZOL-7-YL)-1H-PYRAZOLE-4-SULFONAMIDE